2-butyl-2,4-dimethyltetrahydro-2H-pyran C(CCC)C1(OCCC(C1)C)C